N-methyl-N-(2-pyrrolidin-1-yl-ethyl)-benzene-1,4-diamine CN(C1=CC=C(C=C1)N)CCN1CCCC1